5-bromo-2,6-dihydroxypyrimidine-4-carboxylic acid methyl ester COC(=O)C1=NC(=NC(=C1Br)O)O